4-bromo-2-((4-((di-ethylamino)methyl)phenylimino)methyl)phenyl isobutyrate C(C(C)C)(=O)OC1=C(C=C(C=C1)Br)C=NC1=CC=C(C=C1)CN(CC)CC